ClC=1C(=C(C=CC1)NC1=NC=NC2=CC=C(C=C12)[C@H]1CN(CCC1)C(=O)OC(C)(C)C)F (S)-tert-butyl 3-(4-((3-chloro-2-fluorophenyl)amino)quinazolin-6-yl)piperidine-1-carboxylate